(R)-7-bromo-N-(4-fluoropyrazolo[1,5-a]pyridin-5-yl)-5-(1-(pyrimidin-2-yl)ethoxy)quinazolin-4-amine BrC1=CC(=C2C(=NC=NC2=C1)NC1=C(C=2N(C=C1)N=CC2)F)O[C@H](C)C2=NC=CC=N2